C(C)(C)(C)OC(=O)N1CCN(CC1)C=1SC(=NN1)C=1C=NC(=C(C1NC1CCOCC1)N)C1=C(C=C(C=C1)C#N)F 4-(5-(5-amino-6-(4-cyano-2-fluorophenyl)-4-((tetrahydro-2H-pyran-4-yl)amino)pyridin-3-yl)-1,3,4-thiadiazol-2-yl)piperazine-1-carboxylic acid tert-butyl ester